OC(CCCCCCCCCCCCC(=O)O)CC=CCC=CC 14-Hydroxy-heneicosa-16,19-dienoic acid